3-(5-(cyclopentanyl-1,4,5,6-tetrahydropyrrolo[3,4-d]imidazol-2-yl)-1H-indazol-6-yl)-5-ethyl-2-fluorophenol C1(CCCC1)N1C(=NC2=C1CNC2)C=2C=C1C=NNC1=CC2C=2C(=C(C=C(C2)CC)O)F